ClC1=C(C(=O)N2COC3=C(C2)C=CC=C3C3=CC(=C(C(=O)OC)C=C3F)N3C2COCC3CC2)C(=CC(=C1)N1CC2(C1)CNC2)Cl Methyl 4-[3-[2,6-dichloro-4-(2,6-diazaspiro[3.3]heptan-2-yl)benzoyl]-2,4-dihydro-1,3-benzoxazine-8-yl]-5-fluoro-2-(3-oxa-8-azabicyclo[3.2.1]octan-8-yl)benzoate